ClC1=CC=C2C=C(C=NC2=C1)C(=O)N 7-chloroquinoline-3-carboxamide